N-[(3-hydroxy-4-methoxypyridin-2-yl)carbonyl]-L-alanine (2S,3S)-3-(2-fluoro-4-methylphenyl)-4-methylpentan-2-yl ester FC1=C(C=CC(=C1)C)[C@@H]([C@H](C)OC([C@@H](NC(=O)C1=NC=CC(=C1O)OC)C)=O)C(C)C